OC1=C2C(=CC=3OC=4C=C(C(=C(C4C(C13)=O)CC=C(C)C)OC)OCC1=CC=CC=C1)OC(C=C2)(C)C 5-Hydroxy-8-methoxy-9-(benzyloxy)-2,2-dimethyl-7-(3-methylbut-2-en-1-yl)-2H,6H-pyrano[3,2-b]xanthen-6-one